FC=1C=C(C=CC1OC1=CC=NC2=CC(=C(C=C12)OC)OCCCN1CCN(CC1)C)NC(=O)C1(CCC1)C(=O)NC1=CC=C(C=C1)F N-{3-Fluoro-4-[(6-(methyloxy)-7-{[3-(4-methylpiperazin-1-yl)propyl]oxy}chinolin-4-yl)oxy]phenyl}-N'-(4-fluorophenyl)cyclobutan-1,1-dicarboxamid